3-(5-nitro-2-phenyl-4-pyridyl)-2-oxo-propionic acid ethyl ester C(C)OC(C(CC1=CC(=NC=C1[N+](=O)[O-])C1=CC=CC=C1)=O)=O